BrC=1C(=NN(C1)COCC[Si](C)(C)C)C=O 4-bromo-1-((2-(trimethylsilyl)ethoxy)methyl)-1H-pyrazole-3-carbaldehyde